(4-trifluoromethylbenzyloxy)-2-methoxybenzene FC(C1=CC=C(COC2=C(C=CC=C2)OC)C=C1)(F)F